2-ethoxy-5-(trifluoromethyl)benzaldehyde C(C)OC1=C(C=O)C=C(C=C1)C(F)(F)F